{2-[(tert-butyldimethylsilyl)oxy]ethyl}-3-methoxypyrazol-4-amine [Si](C)(C)(C(C)(C)C)OCCC1=C(C(=NN1)OC)N